p-nitrophenyl-ethyl-ammonium bromide [Br-].[N+](=O)([O-])C1=CC=C(C=C1)[NH2+]CC